O=C1C2CN(C(C1)C2)C(=O)OC(C)(C)C tert-butyl 5-oxo-2-azabicyclo[2.2.1]heptane-2-carboxylate